O=S1(CC(C1)C(=O)N1CC2=CC(=CC=C2CC1)OC1=CC=C(C=C1)C(F)(F)F)=O (1,1-dioxidothietan-3-yl)(7-(4-(trifluorometh-yl)phenoxy)-3,4-dihydro-isoquinolin-2(1H)-yl)-methanone